iridium(III) Tetrakis(3,5-bis(trifluoromethyl)phenyl)borate FC(C=1C=C(C=C(C1)C(F)(F)F)[B-](C1=CC(=CC(=C1)C(F)(F)F)C(F)(F)F)(C1=CC(=CC(=C1)C(F)(F)F)C(F)(F)F)C1=CC(=CC(=C1)C(F)(F)F)C(F)(F)F)(F)F.[Ir+3].FC(F)(F)C=1C=C(C=C(C1)C(F)(F)F)[B-](C1=CC(=CC(=C1)C(F)(F)F)C(F)(F)F)(C1=CC(=CC(=C1)C(F)(F)F)C(F)(F)F)C1=CC(=CC(=C1)C(F)(F)F)C(F)(F)F.FC(F)(F)C=1C=C(C=C(C1)C(F)(F)F)[B-](C1=CC(=CC(=C1)C(F)(F)F)C(F)(F)F)(C1=CC(=CC(=C1)C(F)(F)F)C(F)(F)F)C1=CC(=CC(=C1)C(F)(F)F)C(F)(F)F